N1=C(N=CC=C1)N1CC(C1)C(=O)O pyrimidin-2-yl-azetidine-3-carboxylic acid